N-[(3S,4S)-4-fluoropyrrolidin-3-yl]-6-(6-pyrazolo[1,5-a]pyridin-3-ylimidazo[1,2-b]pyridazin-3-yl)pyridin-2-amine F[C@@H]1[C@H](CNC1)NC1=NC(=CC=C1)C1=CN=C2N1N=C(C=C2)C=2C=NN1C2C=CC=C1